3-(((trifluoromethyl)sulfonyl)oxy)cyclopent-3-ene-1-carboxylic acid ethyl ester C(C)OC(=O)C1CC(=CC1)OS(=O)(=O)C(F)(F)F